5-(3-fluoro-5-(trifluoromethyl)benzyl)-3-hydrazinopyridazine FC=1C=C(CC=2C=C(N=NC2)NN)C=C(C1)C(F)(F)F